COC1=C(C=CC(=C1)OC)C=1SC=C(N1)CN1CCN(CC1)C1=NC(=NC(=C1)C)N(C)C 4-(4-{[2-(2,4-dimethoxyphenyl)-1,3-thiazol-4-yl]methyl}piperazin-1-yl)-N,N,6-trimethylpyrimidin-2-amine